2-methoxy-4,6-dinitrophenol COC1=C(C(=CC(=C1)[N+](=O)[O-])[N+](=O)[O-])O